2-(3-hydroxy-cyclohexyl)-isoindole-1,3-dione OC1CC(CCC1)N1C(C2=CC=CC=C2C1=O)=O